BrC1=C2CC(CN(C2=CC=C1)C1=CC=C(C=C1)C(F)(F)F)CNC(C)=O N-((5-bromo-1-(4-(trifluoromethyl)phenyl)-1,2,3,4-tetrahydroquinolin-3-yl)methyl)acetamide